ClCC1=C2C=CN(C2=C(C=C1C)C)S(=O)(=O)C1=CC=C(C)C=C1 4-(chloromethyl)-5,7-dimethyl-1-tosyl-1H-indole